O=C1NC(CCC1N1C(N(C2=C1C=CC1=CC=C(C=C12)N1CCC(CC1)C=O)C)=O)=O 1-(3-(2,6-dioxopiperidin-3-yl)-1-methyl-2-oxo-2,3-dihydro-1H-naphtho[1,2-d]imidazol-8-yl)piperidine-4-carbaldehyde